O1C2C(C(C1)O)(CCC2)O hexahydro-3aH-cyclopenta[b]furan-3,3a-diol